CC1=CC=C(C=C1)C(CNC1=CC=CC=C1)O 1-(p-methylphenyl)-2-(phenylamino)-ethan-1-ol